4-Hydroxy-5-methoxy-N-methyl-2-oxo-N-(4-(trifluoromethyl)phenyl)-1,2-dihydroquinoline-3-carboxamide OC1=C(C(NC2=CC=CC(=C12)OC)=O)C(=O)N(C1=CC=C(C=C1)C(F)(F)F)C